19-bromo-4,6,8,10,12,14,16-heptamethylnonadecyl nonyloxymethyl ether C(CCCCCCCC)OCOCCCC(CC(CC(CC(CC(CC(CC(CCCBr)C)C)C)C)C)C)C